C(#N)C=1C=NN2C1C(=CC(=C2)C=2C=NN(C2C)C2CN(C2)[C@@H]2CN(CC2)C(=O)OC(C)(C)C)N[C@H](C)C2=NC=CC=C2 tert-Butyl (3S)-3-[3-[4-[3-cyano-4-[[(1R)-1-(2-pyridyl)ethyl]amino]pyrazolo[1,5-a]pyridin-6-yl]-5-methyl-pyrazol-1-yl]azetidin-1-yl]pyrrolidine-1-carboxylate